ClC=1C=CC=C2C=C(N(C12)C)C(=O)NC12CC(C1)(C2)F 7-chloro-N-{3-fluorobicyclo[1.1.1]pentan-1-yl}-1-methylindole-2-carboxamide